2,4-Dichloro-N-((2-chloro-4-cyclopropylthiazol-5-yl)sulfonyl)benzamide ClC1=C(C(=O)NS(=O)(=O)C2=C(N=C(S2)Cl)C2CC2)C=CC(=C1)Cl